C([C@H](C(=O)[O-])O)O The molecule is a glycerate that is the conjugate base of D-glyceric acid, obtained by deprotonation of the carboxy group. It has a role as an algal metabolite. It is a conjugate base of a D-glyceric acid.